FC(CN1N=CC=2C1=NC(=CN2)N2CC1(CC2=O)CCN(CC1)C1=NC=CC(=C1)C(F)(F)F)F 2-[1-(2,2-difluoroethyl)-1H-pyrazolo[3,4-b]pyrazin-6-yl]-8-[4-(trifluoromethyl)pyridin-2-yl]-2,8-diazaspiro[4.5]decan-3-one